tin copper sulfide [Cu]=S.[Sn]